C(N)(=O)N[C@@H](CCCN)C(=O)O carbamoyl-L-ornithin